The molecule is a beta-amino acid that is pentanoic acid substituted at positions 3 and 4 by amino and methyl groups respectively. It has a role as a human metabolite. CC(C)C(CC(=O)O)N